4-tert-butyl-4-cyclohexene-1,2-dicarboxylic acid C(C)(C)(C)C=1CC(C(CC1)C(=O)O)C(=O)O